3-pyrimidin-5-yl-1H-pyrrolo[2,3-b]Pyridin-4-amine N1=CN=CC(=C1)C1=CNC=2N=CC=C(C21)N